O[C@]1(CC[C@@H]2[C@@H]([C@H]3CC[C@@]4([C@H](CCC[C@H]4[C@@H]3CC2)C(CN2N=CC(=C2)C#N)=O)C)CC1)C 1-(2-((1S,4aS,4bR,6aR,9S,11aS,11bR,13aS)-9-hydroxy-9,13a-dimethyloctadecahydro-1H-cyclohepta[a]phenanthren-1-yl)-2-oxoethyl)-1H-pyrazole-4-carbonitrile